2-methyl-5-[(pyridin-2-yl)methoxy]-N-(4,4,4-trifluoro-1-hydroxybutan-2-yl)pyrazolo[1,5-a]pyridine-3-carboxamide CC1=NN2C(C=C(C=C2)OCC2=NC=CC=C2)=C1C(=O)NC(CO)CC(F)(F)F